(4-(2-(4-aminophenyl)thiazol-5-yl)-3-(N-(tert-butyl)sulfamoyl)phenyl)carbamic acid methyl ester COC(NC1=CC(=C(C=C1)C1=CN=C(S1)C1=CC=C(C=C1)N)S(NC(C)(C)C)(=O)=O)=O